FC1=NC=CC=C1C=1OC2=C(C=C(C=C2C(C1C)=O)C)[C@@H](C)NC(OC(C)(C)C)=O tert-Butyl N-[(1R)-1-[2-(2-fluoro-3-pyridyl)-3,6-dimethyl-4-oxo-chromen-8-yl]ethyl]carbamate